BrC=1C(N(N=CC1Br)C1=NC=2N(C(=C1)N1CCOCC1)N=C(C2)C2=CC=NC=C2)=O 4,5-dibromo-2-(7-morpholino-2-(pyridin-4-yl)pyrazolo[1,5-a]pyrimidin-5-yl)pyridazin-3(2H)-one